tert-butyl (2R,5S)-4-[7-bromo-2-chloro-8-fluoro-6-(trifluoromethyl)quinazolin-4-yl]-2,5-dimethyl-piperazine-1-carboxylate BrC1=C(C=C2C(=NC(=NC2=C1F)Cl)N1C[C@H](N(C[C@@H]1C)C(=O)OC(C)(C)C)C)C(F)(F)F